C(C)(=O)C=1C(OC2=C(C1N1CCN(CC1)CC)C=CC(=C2)NC2=NC=CC(=N2)C2=C(C=C(C=C2)F)OC)=O 3-acetyl-7-{[4-(4-fluoro-2-methoxyphenyl)pyrimidin-2-yl]amino}-4-(4-ethylpiperazin-1-yl)-2H-benzopyran-2-one